ClCCCCN1C(C(=NC=C1)C1=CC=CC=C1)=O 1-(4-chlorobutyl)-3-phenyl-1,2-dihydropyrazin-2-one